trans-4-((5-fluoro-4-(3-(2-oxooxazolidin-3-yl)phenyl)pyrimidin-2-yl)amino)cyclohexane-1-carboxamide FC=1C(=NC(=NC1)N[C@@H]1CC[C@H](CC1)C(=O)N)C1=CC(=CC=C1)N1C(OCC1)=O